(3-amino-5-(methoxycarbonyl)phenyl)boronic acid hydrochloride salt Cl.NC=1C=C(C=C(C1)C(=O)OC)B(O)O